ClC1=CC(=C(COC2=CC=CC(=N2)C2=CCC(CC2)CC=2N(C3=C(C=NC(=C3)C(=O)OC)N2)C[C@H]2OCC2)C=C1)F methyl 2-((4-(6-((4-chloro-2-fluorobenzyl) oxy) pyridin-2-yl) cyclohex-3-en-1-yl) methyl)-1-(((S)-oxetan-2-yl) methyl)-1H-imidazo[4,5-c]pyridine-6-carboxylate